O[C@H]1[C@@H]([C@H]([C@H](C1)O)C\C=C/CCCC(=O)[O-])\C=C\[C@H](COC=1C=C(C=CC1)C(F)(F)F)O (Z)-7-[(1R,2R,3R,5S)-3,5-dihydroxy-2-[(1E,3R)-3-hydroxy-4-[(α,α,α-trifluoro-m-tolyl)oxy]-1-butenyl]cyclopentyl]-5-heptenoate